C[C@H]1N(CC=2N(C1)N=C(C2C2=C1C(=NC=C2)NC=C1C)C=1C=C(C#N)C=CC1)C(C=C)=O 3-[(6R)-6-methyl-3-(3-methyl-1H-pyrrolo[2,3-b]pyridin-4-yl)-5-(prop-2-enoyl)-4,5,6,7-tetrahydropyrazolo[1,5-a]pyrazin-2-yl]benzonitrile